(3S,4S)-8-(6-amino-5-((8-chloroimidazo[1,2-a]pyridin-7-yl)thio)pyrazin-2-yl)-3-methyl-2-oxa-8-azaspiro[4.5]decan-4-amine trifluoroacetate FC(C(=O)O)(F)F.NC1=C(N=CC(=N1)N1CCC2([C@@H]([C@@H](OC2)C)N)CC1)SC1=C(C=2N(C=C1)C=CN2)Cl